C1(CC1)CN1C(=CC=2C1=NC(=CC2)[C@@H]2NCCC2)C2=NC1=C(N2C)C(=CC(=C1)C(=O)OC)OC methyl (R)-2-(1-(cyclopropylmethyl)-6-(pyrrolidin-2-yl)-1H-pyrrolo[2,3-b]pyridin-2-yl)-7-methoxy-1-methyl-1H-benzo[d]imidazole-5-carboxylate